C(#N)CC(=O)N1C[C@@H]([C@@H](CC1)C)N(C=1C2=C(N=CN1)N(C=C2)C(=O)NCC(=O)O)C 2-[[4-[[(3R,4R)-1-(2-cyanoacetyl)-4-methyl-3-piperidyl]-methyl-amino]pyrrolo[2,3-d]pyrimidine-7-carbonyl]amino]acetic acid